(but-3-yn-2-yloxy)(tert-butyl)dimethylsilane CC(C#C)O[Si](C)(C)C(C)(C)C